(1S,2R,3S)-N-[7-chloro-6-[4-((3R,4R)-4-fluoro-3-methyl-tetrahydrofuran-3-yl)piperazin-4-ium-1-yl]-3-isoquinolyl]-2-methyl-3-(2-pyridyl)cyclopropanecarboxamide ClC1=C(C=C2C=C(N=CC2=C1)NC(=O)[C@H]1[C@@H]([C@@H]1C1=NC=CC=C1)C)N1CC[NH+](CC1)[C@@]1(COC[C@@H]1F)C